C(C1=CC=CC=C1)N1C2=C(N(C3=C(C1=O)C=CC=C3)CCCCNC/C=C/C(=O)OCC)C=C(C=C2)Cl Ethyl (E)-4-{[4-(10-benzyl-7-chloro-11-oxo-10,11-dihydro-5H-dibenzo[b,e][1,4]diazepin-5-yl)butyl]amino}but-2-enoate